(R)-4-(4-((1-(3-(1,1-difluoroethyl)-2-fluorophenyl)ethyl)amino)-7-methoxypyrido[2,3-d]pyrimidin-6-yl)thiomorpholine 1,1-dioxide FC(C)(F)C=1C(=C(C=CC1)[C@@H](C)NC=1C2=C(N=CN1)N=C(C(=C2)N2CCS(CC2)(=O)=O)OC)F